6-(dimethylamino)-1,3,5-triazine-2,4-dithiol CN(C1=NC(=NC(=N1)S)S)C